4-Bromo-2,3-dihydrobenzofuran-7-amine BrC1=CC=C(C2=C1CCO2)N